N2-(5-Aminopentyl)-N5-(5-chloro-2-(2-methoxyethoxy)phenyl)thiophene-2,5-dicarboxamide NCCCCCNC(=O)C=1SC(=CC1)C(=O)NC1=C(C=CC(=C1)Cl)OCCOC